CC1=NN2C(SC=C2C(=O)O)=C1 6-methylpyrazolo[5,1-b]thiazole-3-carboxylic acid